3-[(1R)-1-({3-chloro-6-[6-(dimethylphosphoryl)pyridin-3-yl]-7-fluoro-2-methylquinolin-4-yl}amino)ethyl]-4-fluorobenzonitrile ClC=1C(=NC2=CC(=C(C=C2C1N[C@H](C)C=1C=C(C#N)C=CC1F)C=1C=NC(=CC1)P(=O)(C)C)F)C